[Ca+2].FC1=CC=C(C=C1)C1=NC(=NC(=C1/C=C/[C@H](C[C@H](CC(=O)[O-])O)O)C(C)C)N(S(=O)(=O)C)C.FC1=CC=C(C=C1)C1=NC(=NC(=C1/C=C/[C@H](C[C@H](CC(=O)[O-])O)O)C(C)C)N(S(=O)(=O)C)C bis[(E)-7-[4-(4-fluorophenyl)-6-isopropyl-2-[methyl-(methylsulfonyl)amino]-pyrimidin-5-yl](3R,5S)-3,5-dihydroxyhept-6-enoic acid] calcium salt